3-((4-(5-(2-methoxyethoxy)pyridin-2-yl)piperazin-1-yl)methyl)piperidine COCCOC=1C=CC(=NC1)N1CCN(CC1)CC1CNCCC1